methyl-1-oxa-4,6-diazacyclotetradecane-2,7-dione CC1C(OCCCCCCCC(NCN1)=O)=O